FC1=C(C(=CC=C1C#CC1=CC(=CC=C1)F)O)N1CC(NS1(=O)=O)=O 5-(2-fluoro-3-((3-fluorophenyl)ethynyl)-6-hydroxyphenyl)-1,2,5-thiadiazolidin-3-one 1,1-dioxide